tert-butyl (trans-3-azidocyclobutyl)carbamate N(=[N+]=[N-])[C@@H]1C[C@H](C1)NC(OC(C)(C)C)=O